5-chloro-2-[(6-chloro-7-methyl-3-thiomorpholinylsulfonyl-4-quinolinyl)amino]benzoic acid ClC=1C=CC(=C(C(=O)O)C1)NC1=C(C=NC2=CC(=C(C=C12)Cl)C)S(=O)(=O)N1CCSCC1